N-[(1S)-3-(difluoromethyl)-1-(4-formylcyclohexyl)pyrazol-4-yl]-5-[(2S,6S)-2,6-dimethylmorpholin-4-yl]pyrazolo[1,5-a]pyrimidine-3-carboxamide FC(C1=NN(C=C1NC(=O)C=1C=NN2C1N=C(C=C2)N2C[C@@H](O[C@H](C2)C)C)C2CCC(CC2)C=O)F